FC=1C=C(C=CC1OC1=C2C(=NC=C1)NN=C2NCC2COCC2)NC(=O)C=2C(N(N=CC2)C2=CC=C(C=C2)F)=O N-(3-fluoro-4-((3-(((tetrahydrofuran-3-yl)methyl)amino)-1H-pyrazolo[3,4-b]pyridin-4-yl)oxy)phenyl)-2-(4-fluorophenyl)-3-oxo-2,3-dihydropyridazine-4-carboxamide